ClC1=C(C(=C(C(=N1)N(CCCNC(OC(C)(C)C)=O)C)C#N)C1CC1)C#N tert-butyl (3-((6-chloro-3,5-dicyano-4-cyclopropylpyridin-2-yl)(methyl)amino) propyl)carbamate